S-methyl 2-(3-(3-cyclopropyl-2-fluorophenoxy)-6-methylpyridazine-4-carbonyl)-1-(2,4-dimethylbenzyl)hydrazine-1-carbothioate C1(CC1)C=1C(=C(OC=2N=NC(=CC2C(=O)NN(C(SC)=O)CC2=C(C=C(C=C2)C)C)C)C=CC1)F